ClC=1C=C(C=CC1OC)NC1=NC=CC2=CC(=C(C=C12)NC(CCCN1CCCCC1)=O)OC N-(1-((3-chloro-4-methoxyphenyl)amino)-6-methoxyisoquinolin-7-yl)-4-(piperidin-1-yl)butanamide